FC(C(=O)O)(F)F.O=C1NC(CCC1N1C(C2=C(C=C(C=C2C1)N1CC(C1)C=O)F)=O)=O 1-[2-(2,6-dioxopiperidin-3-yl)-7-fluoro-1-oxo-3H-isoindol-5-yl]azetidine-3-carbaldehyde trifluoroacetate